N1=NN(C2=NC=CC=C21)O[P+](N2CCCC2)(N2CCCC2)N2CCCC2 ((3H-[1,2,3]Triazolo[4,5-b]pyridin-3-yl)oxy)tri(pyrrolidin-1-yl)phosphonium